N(=O)N(C(C)=O)CC#C N-nitroso-N-2-propyn-1-yl-acetamid